C(C)(C)N(C(C)C)CC N,N-diisopropyl-1-ethylamine